ClC=1C=C(C=C2C(=C(C=NC12)C#N)N[C@H](CO)C1=CC=CC=C1)N[C@H](C=1N=NNC1)C=1N=COC1 8-chloro-4-(((S)-2-hydroxy-1-phenylethyl)amino)-6-(((S)-oxazol-4-yl(1H-1,2,3-triazol-4-yl)methyl)amino)quinoline-3-carbonitrile